ClC=1C=C(CNCC=C)C=CC1 N-(3-chlorobenzyl)prop-2-en-1-amine